ClCCC1=CC=C(C(=O)NC2=CC(=CC=C2)S(NC2=CC(=CC=C2)C2C(NC(CC2)=O)=O)(=O)=O)C=C1 4-(2-chloroethyl)-N-(3-(N-(3-(2,6-dioxopiperidin-3-yl)phenyl)sulfamoyl)phenyl)benzamide